CC1=C(C(=NO1)C=1C=NC(=CC1)C(F)(F)F)COC=1C=C2CCN(CC2=CN1)C1CCOCC1 6-({5-methyl-3-[6-(trifluoromethyl)pyridin-3-yl]-1,2-oxazol-4-yl}methoxy)-2-(oxan-4-yl)-1,2,3,4-tetrahydro-2,7-naphthyridine